C(CCCCCC)NCCCCCCCCCCC(=O)O N-heptyl-11-aminoundecanoic acid